{2,6-bis[2,6-dimethyl-4-(benzyl)phenyl]phenyl}-(2-methoxyphenyl)-tert-butylphosphine CC1=C(C(=CC(=C1)CC1=CC=CC=C1)C)C1=C(C(=CC=C1)C1=C(C=C(C=C1C)CC1=CC=CC=C1)C)P(C(C)(C)C)C1=C(C=CC=C1)OC